Tert-butyl 5-(2-(1-(4-chloro-5-methylpyridin-2-yl)-1H-pyrazol-4-yl) acetamido)-3-cyclopropyl-1H-pyrazole-1-carboxylate ClC1=CC(=NC=C1C)N1N=CC(=C1)CC(=O)NC1=CC(=NN1C(=O)OC(C)(C)C)C1CC1